ethyl 1-(4-(2,3,3-trichloroacrylamido)phenyl)-5-(trifluoromethyl)-1H-pyrazole-4-carboxylate ClC(C(=O)NC1=CC=C(C=C1)N1N=CC(=C1C(F)(F)F)C(=O)OCC)=C(Cl)Cl